C(C)(C)(C)NC(CN(C1=C2C(=NC(=C1)C1=NC=CC=N1)CCC2)C)=O N-tert-butyl-2-{methyl[2-(pyrimidin-2-yl)-5H,6H,7H-cyclopenta[b]pyridin-4-yl]amino}acetamide